ClC1=C(C(=CC=C1)F)C=1C=C2C(=NN(C2=CC1)C(C1=CC=CC=C1)(C1=CC=CC=C1)C1=CC=CC=C1)NC(=O)C1CCN(CC1)CCCNC(OC(C)(C)C)=O tert-Butyl [3-(4-{[5-(2-chloro-6-fluorophenyl)-1-trityl-1H-indazol-3-yl]carbamoyl}piperidin-1-yl)propyl]-carbamate